FC1=C(C=CC2=C1B(N(N=C2)C)O)O 8-fluoro-2-methylbenzo[d][1,2,3]diazaborinine-1,7(2H)-diol